3-methoxy-2-{[(3R,6R)-6-methyl-1-{[2-(2H-tetrazol-2-yl)phenyl]carbonyl}piperidin-3-yl]oxy}pyridine-4-carbonitrile COC=1C(=NC=CC1C#N)O[C@H]1CN([C@@H](CC1)C)C(=O)C1=C(C=CC=C1)N1N=CN=N1